pentahydroxy-flavanone OC=1C(=C2C(C(C(OC2=CC1)(C1=CC=CC=C1)O)(O)O)=O)O